CN1CC(C1)(C)[C@@](C=1C=C(C=NC1)C#CC(CC)(O)C1=NC=NC(=C1)C)(C1=CC=C(C=C1)C(C)C)O 1-{5-[(R)-(1,3-Dimethyl-azetidin-3-yl)-hydroxy-(4-isopropyl-phenyl)-methyl]-pyridin-3-yl}-3-(6-methyl-pyrimidin-4-yl)-pent-1-yn-3-ol